O=C1NC(CCC1C1=NN(C2=C(C=CC=C12)NC(CN1[C@H](CNCC1)C(F)(F)F)=O)C)=O N-(3-(2,6-dioxopiperidin-3-yl)-1-methyl-1H-indazol-7-yl)-2-((R)-2-(trifluoromethyl)piperazin-1-yl)acetamide